tert-butyl 5-[7-bromo-1-(cyclopropylmethyl)-5-[4-(5-fluoro-3-methoxy-2-pyridyl) piperazine-1-carbonyl]indol-2-yl]-3,6-dihydro-2H-pyridine-1-carboxylate BrC=1C=C(C=C2C=C(N(C12)CC1CC1)C1=CCCN(C1)C(=O)OC(C)(C)C)C(=O)N1CCN(CC1)C1=NC=C(C=C1OC)F